IC=1C=C2C(=NC=NC2=CC1)N[C@H](C)C1=CC=CC=C1 6-iodo-N-[(1R)-1-phenylethyl]quinazolin-4-amine